CC(C=CC(=O)N)(C)N1CCN(CC1)C1COC1 4-methyl-4-(4-(oxetan-3-yl)piperazin-1-yl)pent-2-enamide